IC1=NN(C(=N1)C1[C@H]2CC(C[C@@H]12)=O)C(C)C (1R,5S,6r)-6-(3-iodo-1-isopropyl-1H-1,2,4-triazol-5-yl)bicyclo[3.1.0]hexan-3-one